[2-(2-methoxyphenoxy)ethyl]-N,6-dimethyl-4-[(1-methylcyclopropyl)amino]furo[2,3-d]pyrimidine-5-carboxamide COC1=C(OCCC=2N=C(C3=C(N2)OC(=C3C(=O)NC)C)NC3(CC3)C)C=CC=C1